CCC(CC)N1N=CC(=C1)C=1C=2N(C=C(N1)C=1C=NN(C1)[C@H]([C@H](CO)O)C)N=CC2 (2R,3S)-3-(4-(4-(1-(pent-3-yl)-1H-pyrazol-4-yl)pyrazolo[1,5-a]pyrazin-6-yl)-1H-pyrazol-1-yl)butane-1,2-diol